CN1C(=NC2=C1C=CC(=C2)NC2=NC=CC=C2)N 1-methyl-N5-(pyridin-2-yl)-1H-benzo[d]imidazole-2,5-diamine